(+)-N-(3-chloro-2-fluorobenzyl)-2-methylpropane-2-sulfinamide ClC=1C(=C(CNS(=O)C(C)(C)C)C=CC1)F